ClC1=NC=C(C(=C1)C1=C(C=NC(=C1)C)C(=O)NC=1SC2=C(N1)CN(C2)C(C2=NC(=C(C(=C2Cl)C)C(F)F)C)=O)OC 2'-chloro-N-(5-(3-chloro-5-(difluoromethyl)-4,6-dimethylpicolinoyl)-5,6-dihydro-4H-pyrrolo[3,4-d]thiazol-2-yl)-5'-methoxy-6-methyl-[4,4'-bipyridine]-3-carboxamide